tert-butyl 4-(4-cyano-2-(methoxycarbonyl) phenyl)-7-fluoroisoindoline-2-carboxylate C(#N)C1=CC(=C(C=C1)C1=C2CN(CC2=C(C=C1)F)C(=O)OC(C)(C)C)C(=O)OC